(Z)-3-((tert-butylamino)methylene)-2-(2-hydroxyphenyl)-6-methyl-chroman-4-one C(C)(C)(C)N\C=C/1\C(OC2=CC=C(C=C2C1=O)C)C1=C(C=CC=C1)O